COCCN1N=CC(=C1)C1=CN2C(S1)=C(C=N2)C(=O)NC=2C(=NC=C(C2)NC(CCCN2[C@H](CCC2)C)=O)C (S)-2-(1-(2-methoxyethyl)-1H-pyrazol-4-yl)-N-(2-methyl-5-(4-(2-methylpyrrolidin-1-yl)butanamido)pyridin-3-yl)pyrazolo[5,1-b]thiazole-7-carboxamide